N1N=NN=C1C1=C(C=CC=C1)C1=CC=C(C=C1)CBr 2'-tetrazolyl-4-bromomethyl-biphenyl